4-chloro-1-(tetrahydro-2H-pyran-2-yl)-5-(4,4,5,5-tetramethyl-1,3,2-dioxaborolan-2-yl)-1H-pyrazole ClC=1C=NN(C1B1OC(C(O1)(C)C)(C)C)C1OCCCC1